CN1N=C(C(=C1)C1=NC=CC=C1COC1=CN=C(C=C1C=O)OC)C 5-((2-(1,3-dimethyl-1H-pyrazol-4-yl)pyridin-3-yl)methoxy)-2-methoxyisonicotinaldehyde